NC=1C(=NC(=NC1C1=C2C=NNC2=CC=C1C)C=1C(=NC(=CC1)Cl)NC1=NC=CC=C1C)C(=O)N 5-amino-2-(6-chloro-2-((3-methylpyridin-2-yl)amino)pyridin-3-yl)-6-(5-methyl-1H-indazol-4-yl)pyrimidine-4-carboxamide